(2-amino-1-(4-(hydroxymethyl)thiazol-2-yl)ethyl)-5-(5-chloropyrimidin-2-yl)-1H-pyrrole-2-carboxamide NCC(C=1SC=C(N1)CO)N1C(=CC=C1C1=NC=C(C=N1)Cl)C(=O)N